N-(2'-chloro-3'-(5-((3-hydroxy-3-methylpyrrolidin-1-yl)methyl)picolinamido)-2-methyl-[1,1'-biphenyl]-3-yl)-5-formylpicolinamide ClC1=C(C=CC=C1NC(C1=NC=C(C=C1)CN1CC(CC1)(C)O)=O)C1=C(C(=CC=C1)NC(C1=NC=C(C=C1)C=O)=O)C